COC1=C(C(=O)NCC2=CC=C(C=N2)B(O)O)C=CC=C1 [6-[[(2-methoxybenzoyl)amino]methyl]-3-pyridinyl]boronic acid